OC1(COC1)C=1C=C(C=CC1)C(=O)N1CCN(CC1)C1=NC=C(C=C1)C(F)(F)F (3-(3-hydroxyoxetan-3-yl)phenyl)(4-(5-(trifluoromethyl)pyridin-2-yl)piperazin-1-yl)methanone